ClC=1C=C2C(=NC1)NN=C2C=2N=CC1=C(N2)N(C=C1F)C1C(C2C=CC1CC2)C(=O)O 3-(2-(5-chloro-1H-pyrazolo[3,4-b]pyridin-3-yl)-5-fluoro-7H-pyrrolo[2,3-d]pyrimidin-7-yl)bicyclo[2.2.2]oct-5-ene-2-carboxylic acid